OC1(CCN(CC12CCCC2)C(=O)C2(CCCC2)C)CN2C=C(C(=CC2=O)C2=CC=CC=C2)C(=O)N(C)C 1-((10-Hydroxy-7-(1-methylcyclopentan-1-carbonyl)-7-azaspiro[4.5]decan-10-yl)methyl)-N,N-dimethyl-6-oxo-4-phenyl-1,6-dihydropyridin-3-carboxamid